5-([1,2,4]Triazolo[1,5-a]pyridin-6-yl)-N-(2,2-difluoropropyl)-7H-pyrrolo[2,3-d]pyrimidin-2-amine N=1C=NN2C1C=CC(=C2)C2=CNC=1N=C(N=CC12)NCC(C)(F)F